FC1(CCN(CC1)C1=NC(=CC(=N1)NC(=O)C1=CC=C(C(=O)O)C=C1)C)F 4-{N-[2-(4,4-difluoropiperidinyl)-6-methylpyrimidin-4-yl]Carbamoyl}benzoic acid